cyclopentadienyl-iron (II) tris(trifluoromethanesulfonyl)methide [C-](S(=O)(=O)C(F)(F)F)(S(=O)(=O)C(F)(F)F)S(=O)(=O)C(F)(F)F.C1(C=CC=C1)[Fe+]